methyl 2-((4-(4-((5-chloropyridin-2-yl) methoxy)-5-fluoropyrimidin-2-yl) cyclohex-3-en-1-yl) methyl)-3-(((S)-oxetan-2-yl) methyl)-3H-imidazo[4,5-b]pyridine-5-carboxylate ClC=1C=CC(=NC1)COC1=NC(=NC=C1F)C1=CCC(CC1)CC1=NC=2C(=NC(=CC2)C(=O)OC)N1C[C@H]1OCC1